ethyl 4-(5-bromo-2,3-difluorophenoxy)-2-fluorobutanoate BrC=1C=C(C(=C(OCCC(C(=O)OCC)F)C1)F)F